CC(C(=O)[O-])(C)N1N=C(C(=C1)[N+](=O)[O-])C 2-methyl-2-(3-methyl-4-nitro-1H-pyrazol-1-yl)propanoate